FC=1C=C(C=CC1OB(O)O)C1=CC=CC=C1 (3-fluoro-[1,1'-biphenyl]-4-yl)boric acid